C(C1=CC=CC=C1)NCC(CC)O 1-(Benzylamino)butan-2-ol